ClC=1C=CC=C2C(=CNC12)C1=NC(=C(N=C1)O[C@@H]1CNC[C@H]1F)C 7-chloro-3-(5-((3R,4R)-4-fluoropyrrolidin-3-yloxy)-6-methylpyrazin-2-yl)-1H-indole